FCC(C)(C)NC(=O)C=1C=NN2C1N=CC=C2 N-(1-fluoro-2-methylpropan-2-yl)pyrazolo[1,5-a]pyrimidine-3-carboxamide